BrC1=CC=C(C=C1)C(C)(C)C=1N=C(SC1)NC(=O)NCC1=NC(=NC(=C1)N1CCNCC1)C 1-(4-(2-(4-bromophenyl)-propan-2-yl)thiazol-2-yl)-3-((2-methyl-6-(piperazin-1-yl)pyrimidin-4-yl)meth-yl)urea